N-[5-[5-[(2S)-2-amino-3,3-dimethyl-butoxy]-2-methyl-4-pyridyl]pyrazolo[1,5-a]pyridin-2-yl]cyclopropanecarboxamide N[C@H](COC=1C(=CC(=NC1)C)C1=CC=2N(C=C1)N=C(C2)NC(=O)C2CC2)C(C)(C)C